C(C)(C)OC(C(OC1=CC=CC=C1)NC(=O)C=1C=C(C=CC1F)C1=CC(=CC=C1)F)=O [(3'-fluoro-4-fluorobiphenyl-3-carbonyl)amino]phenoxyacetic acid isopropyl ester